5,10,15,20-tetrapyridyl-porphyrin N1=C(C=CC=C1)C=1C2=CC=C(N2)C(=C2C=CC(C(=C3C=CC(=C(C=4C=CC1N4)C4=NC=CC=C4)N3)C3=NC=CC=C3)=N2)C2=NC=CC=C2